FC=1C=C2CC3(CCN(CC3)C3=NC4=C(C=5N3C=CN5)C(=NN4CC4=CC=C(C=C4)OC)I)[C@@H](C2=CC1)N (S)-5-fluoro-1'-(9-iodo-7-(4-methoxybenzyl)-7H-imidazo[1,2-c]pyrazolo[4,3-e]pyrimidin-5-yl)-1,3-dihydrospiro[indene-2,4'-piperidin]-1-amine